C1(=CC=CC=C1)C(C#C)O phenylpropargylalcohol